BrC1=NN(C(=C1)C(=O)NC=1C(=CC=2N(C1C(=O)N1CC(C1)(F)F)N=CC2)C)C2=NC=CC=C2Cl 3-bromo-1-(3-chloropyridin-2-yl)-N-(7-(3,3-difluoroazetidine-1-carbonyl)-5-methylpyrazolo[1,5-a]pyridin-6-yl)-1H-pyrazole-5-carboxamide